(S)-N-(1-Cyanocyclopropyl)-9-(5-(difluoromethyl)-1,3,4-thiadiazol-2-yl)-4-(1-(3-(dimethyl-amino)pyrrolidine-1-carbonyl)piperidin-4-yl)-9H-pyrimido[4,5-b]indole-7-sulfonamide C(#N)C1(CC1)NS(=O)(=O)C1=CC=C2C3=C(N(C2=C1)C=1SC(=NN1)C(F)F)N=CN=C3C3CCN(CC3)C(=O)N3C[C@H](CC3)N(C)C